CN1CCN(CC1)CCOC1=CC=C2C(NC=NC2=C1)=O 7-(2-(4-Methylpiperazin-1-yl)ethoxy)quinazolin-4(3H)-one